C1(CCCCCCC1)OC(C(C(C(=O)OCC(=O)O)=C)C)=O ((4-(cyclooctyloxy)-3-methyl-2-methylene-4-oxobutanoyl)oxy)acetic acid